tert-butyl (3R,4S)-4-(((1S,2R)-2-amino-3,3-difluorocyclohexyl)oxy)-3-fluoropiperidine-1-carboxylate N[C@@H]1[C@H](CCCC1(F)F)O[C@@H]1[C@@H](CN(CC1)C(=O)OC(C)(C)C)F